FC1=C(C(=CC=C1)C)N1CCC(CC1)NCC=1N(C=NC1[N+](=O)[O-])COCC[Si](C)(C)C [1-(2-Fluoro-6-methyl-phenyl)-piperidin-4-yl]-[5-nitro-3-(2-trimethylsilanyl-ethoxymethyl)-3H-imidazol-4-ylmethyl]-amine